CN1CN(C=C1)CC N-methyl-N'-ethylimidazole